3-[3-[1-[5-[5-[(4,6-difluoro-1H-indol-5-yl)oxy]-2-(methoxymethoxy)phenyl]-1-(2-hydroxyethyl)-1,2,4-triazol-3-yl]ethyl]-2-fluoro-phenyl]propanoic acid FC1=C2C=CNC2=CC(=C1OC=1C=CC(=C(C1)C1=NC(=NN1CCO)C(C)C=1C(=C(C=CC1)CCC(=O)O)F)OCOC)F